N-[4-[[4-[2-(2-hydroxyethoxy)ethyl-methyl-amino]-6-methyl-pyrimidin-2-yl]amino]phenyl]-2-phenylacetamide OCCOCCN(C1=NC(=NC(=C1)C)NC1=CC=C(C=C1)NC(CC1=CC=CC=C1)=O)C